2-(8-(4-acetimidamidobenzoyloxy)-[1,2,4]triazolo[1,5-a]pyridin-5-yl)acetic acid C(C)(NC1=CC=C(C(=O)OC=2C=3N(C(=CC2)CC(=O)O)N=CN3)C=C1)=N